tert-Butyl 2-[1-[2-(3-cyano-1-methyl-indazol-6-yl)-6-methyl-4-oxo-chromen-8-yl]ethylamino]benzoate C(#N)C1=NN(C2=CC(=CC=C12)C=1OC2=C(C=C(C=C2C(C1)=O)C)C(C)NC1=C(C(=O)OC(C)(C)C)C=CC=C1)C